COC=1N=CC(=NC1)C=O 5-METHOXYPYRAZINE-2-CARBALDEHYDE